6-(6-fluoro-2-(((3S,4S)-3-fluoro-1-(oxetan-3-yl)piperidin-4-yl)amino)-4-methoxypyrrolo[2,1-f][1,2,4]triazin-5-yl)-N-methylimidazo[1,2-a]pyridine-3-carboxamide FC=1C(=C2C(=NC(=NN2C1)N[C@@H]1[C@H](CN(CC1)C1COC1)F)OC)C=1C=CC=2N(C1)C(=CN2)C(=O)NC